N-methyl-N-((R)-pyrrolidin-3-yl)quinazolin-4-amine CN(C1=NC=NC2=CC=CC=C12)[C@H]1CNCC1